C(C)(C)(C)OC(=O)N1CC=2N=C(N=C(C2CC1)O)SC.FC1=C(C(=C(C(=C1[B-](C1=C(C(=C(C(=C1F)F)F)F)F)(C1=C(C(=C(C(=C1F)F)F)F)F)C1=C(C(=C(C(=C1F)F)F)F)F)F)F)F)F.C(C)(=O)C1=CC=C(C=C1)[S+](C1=CC=CC=C1)C1=CC=CC=C1 4-acetylphenyl-diphenyl-sulfonium tetrakis(pentafluorophenyl)borate tert-butyl-4-hydroxy-2-methylsulfanyl-6,8-dihydro-5H-pyrido[3,4-d]pyrimidine-7-carboxylate